N-(4-chlorophenyl)-4-(pyridin-2-yloxy)cyclohexane-1-carbimidothioate ClC1=CC=C(C=C1)N=C([S-])C1CCC(CC1)OC1=NC=CC=C1